(2R)-2-hydroxypropane OC(C)C